2-methoxy-5-(piperidin-4-yloxy)benzonitrile COC1=C(C#N)C=C(C=C1)OC1CCNCC1